C(C)NC(NC1=NC(=CC(=C1)CN1CCN(CC1)C=1C=CC(=NC1C(F)(F)F)C(=O)NC)C)=O 5-(4-((2-(3-ethylureido)-6-methylpyridin-4-yl)methyl)piperazin-1-yl)-N-methyl-6-(trifluoromethyl)picolinamide